BrC1=CC=C2C(=NC(N(C2=C1)C1=CC(=CC=C1)C#C)=O)NC1CC1 7-bromo-4-(cyclopropylamino)-1-(3-ethynylphenyl)quinazolin-2(1H)-one